Cl.COC1=CC=C(OCCN(C2(CCOCC2)C(=O)NC2(CC2)C2=CC=C(C(=O)O)C=C2)C)C=C1 4-[1-[[4-[2-(4-Methoxyphenoxy)ethyl-methyl-amino]tetrahydropyran-4-carbonyl]amino]cyclopropyl]benzoic acid, hydrochloride